4-bromo-2,3,5,6-tetrafluoro-3',5'-divinyl-1,1'-biphenyl BrC1=C(C(=C(C(=C1F)F)C1=CC(=CC(=C1)C=C)C=C)F)F